FC=1C(=C(C=CC1F)C1C(SC(C1)(C(F)(F)F)C)C(=O)O)OC 3-(3,4-difluoro-2-methoxyphenyl)-5-methyl-5-(trifluoromethyl)tetrahydrothiophene-2-carboxylic acid